ClC1(C(N=C2N(C1=O)C=C(N=C2C2=C(C=C(C=C2)F)F)N2CC(OC(C2)C)C=2C=NN(C2)C2CC2)C)C 3-chloro-7-(2-(1-cyclopropyl-1H-pyrazol-4-yl)-6-methylmorpholino)-9-(2,4-difluorophenyl)-2,3-dimethyl-4H-pyrazino[1,2-a]pyrimidin-4-one